(5-(thiophen-2-yl)pyridin-2-yl)propanamide S1C(=CC=C1)C=1C=CC(=NC1)C(C(=O)N)C